CN(C)C(C(C)O)O dimethylamino-1,2-propanediol